I.C(C)(C)NC(=S)N isopropyl-thiourea hydroiodic acid salt